NC=1SC(=CN1)CN1[C@H](CN(CC1)CC(=O)NC1=CC=C(C=C1)Cl)C (S)-2-(4-((2-aminothiazol-5-yl)methyl)-3-methylpiperazin-1-yl)-N-(4-chlorophenyl)acetamide